5-(5-(trifluoromethyl)-4-((2-(trimethylsilyl)ethoxy)methyl)-4H-1,2,4-triazol-3-yl)pyridine FC(C=1N(C(=NN1)C=1C=CC=NC1)COCC[Si](C)(C)C)(F)F